BrC=1C=C2C(CN(C(C2=CC1)=O)CC(=O)OCC)CF ethyl 2-(6-bromo-4-(fluoromethyl)-1-oxo-3,4-dihydroisoquinolin-2(1H)-yl)acetate